[N+](=O)([O-])C=1C=NN2C1OCCC2 3-nitro-5H,6H,7H-pyrazolo[3,2-b][1,3]oxazine